BrC1=CN=CC=2C(CCCC12)=O 4-Bromo-6,7-dihydroisoquinolin-8(5H)one